NC1=C2C(=C(NC2=C(C(=C1)Cl)Cl)CO)C=1C=NNC1 (4-amino-6,7-dichloro-3-(1H-pyrazol-4-yl)-1H-indol-2-yl)methanol